3-(4-(((3,3-difluorocyclobutyl)methyl)((1s,4s)-4-(((1-(trifluoromethyl)cyclopropyl)methyl)amino)cyclohexyl)amino)-1-oxoisoindolin-2-yl)piperidine-2,6-dione FC1(CC(C1)CN(C1=C2CN(C(C2=CC=C1)=O)C1C(NC(CC1)=O)=O)C1CCC(CC1)NCC1(CC1)C(F)(F)F)F